NC=1N=C2N(C=C(C=C2)NC2=C(C(=CC=C2)F)C)C1C(=O)[C@H]1[C@H](C1)F (2-amino-6-((3-fluoro-2-methylphenyl)amino)imidazo[1,2-a]pyridin-3-yl)((1s,2s)-2-fluorocyclopropyl)methanone